1-((2-trifluoromethylpyridin-5-yl)methyl)-8-nitro-2,3-dihydro-imidazo[1,2-a]pyridin-5(1H)-one FC(C1=NC=C(C=C1)CN1CCN2C1=C(C=CC2=O)[N+](=O)[O-])(F)F